dihydroaza-silabenzene [SiH2]1NC=CC=C1